3-amino-N-(2,6-difluorobenzyl)-4-(2-hydroxypropan-2-yl)benzamide NC=1C=C(C(=O)NCC2=C(C=CC=C2F)F)C=CC1C(C)(C)O